N-(3,3-Difluoropyrrolidin-1-yl)sulfonyl-6-(3-fluoro-5-isobutoxyphenyl)-2-[(4S)-2,2,4-trimethylpyrrolidin-1-yl]pyridin-3-carboxamid FC1(CN(CC1)S(=O)(=O)NC(=O)C=1C(=NC(=CC1)C1=CC(=CC(=C1)OCC(C)C)F)N1C(C[C@@H](C1)C)(C)C)F